diazole hydrochloride Cl.N1N=CC=C1